Methyl-6-chloro-5-(methylamino)-3-[(5-methyl-6-morpholino-3-pyridyl)amino]pyrazine-2-carboxylate COC(=O)C1=NC(=C(N=C1NC=1C=NC(=C(C1)C)N1CCOCC1)NC)Cl